tert-butyl 6-((6-cyano-4-(4-methylpiperazin-1-yl)pyridin-2-yl)amino)-1H-indole-1-carboxylate tert-butyl-6-((4-chloro-6-cyanopyridin-2-yl)amino)-1H-indole-1-carboxylate C(C)(C)(C)OC(=O)N1C=CC2=CC=C(C=C12)NC1=NC(=CC(=C1)Cl)C#N.C(#N)C1=CC(=CC(=N1)NC1=CC=C2C=CN(C2=C1)C(=O)OC(C)(C)C)N1CCN(CC1)C